4-(2-aminopropan-2-yl)-6-(((1R,5S,6s)-3-(4-methyl-2-(pyrimidin-2-yl)thiazole-5-carbonyl)-3-azabicyclo[3.1.0]hexan-6-yl)oxy)pyridin NC(C)(C)C1=CC=NC(=C1)OC1[C@@H]2CN(C[C@H]12)C(=O)C1=C(N=C(S1)C1=NC=CC=N1)C